C(C1=CC=CC=C1)N1CCC(CC1)CCNC(=O)C1(CCN(CC1)C1=C(C=CC=C1)OC(F)(F)F)C N-[2-(1-benzylpiperidin-4-yl)ethyl]-4-methyl-1-[2-(trifluoromethoxy)phenyl]piperidine-4-carboxamide